C(C1=CC=CC=C1)NC1=C2N=CN(C2=NC(=N1)C=1C=NC=C(C1)OC)[C@H]1[C@@H]([C@@H]([C@H](O1)C(=O)NC([2H])([2H])[2H])O)O (2S,3S,4R,5R)-5-(6-(benzylamino)-2-(5-methoxypyridin-3-yl)-9H-purin-9-yl)-3,4-diHydroxy-N-(methyl-d3)-tetrahydrofuran-2-carboxamide